6-(4-(dimethylamino)phenyl)-4-(ethylthio)pyridin-2-amine CN(C1=CC=C(C=C1)C1=CC(=CC(=N1)N)SCC)C